bisindenyl-dimethyl-zirconium C1(C=CC2=CC=CC=C12)[Zr](C)(C)C1C=CC2=CC=CC=C12